2-amino-N-(2-(4-bromophenyl)-2-(4-chlorophenyl)-2-hydroxyethyl)-2-methylpropanamide NC(C(=O)NCC(O)(C1=CC=C(C=C1)Cl)C1=CC=C(C=C1)Br)(C)C